FC1=C(C#N)C=CC(=C1)C1=CC(=NN1C1=C(C=C(C=C1)N1CCCC1)F)C(=O)N1C[C@@H](CCC1)NC (R)-2-Fluoro-4-(1-(2-fluoro-4-(pyrrolidin-1-yl)phenyl)-3-(3-(methylamino)piperidin-1-carbonyl)-1H-pyrazol-5-yl)benzonitril